4-(5-(3-bromo-1-methyl-1H-pyrazol-5-yl)-5-hydroxyoctahydropentalen-2-yl)-N-(3-chloro-4-fluorophenyl)-1-methyl-1H-imidazole-5-carboxamide BrC1=NN(C(=C1)C1(CC2CC(CC2C1)C=1N=CN(C1C(=O)NC1=CC(=C(C=C1)F)Cl)C)O)C